p-nitrophenyl-sulfenyl chloride [N+](=O)([O-])C1=CC=C(C=C1)SCl